ClC1=CC=C2C(N(C(NC2=C1S(=O)(=O)C=1C=C(C=CC1)C)=O)O)=O 7-chloro-3-hydroxy-8-(m-tolylsulfonyl)quinazoline-2,4(1H,3H)-dione